C(#N)C=1C=C(C=C(C1C)C)NC(OC1=CC=CC=C1)=O phenyl (3-cyano-4,5-dimethylphenyl)carbamate